(R)-2-Methyl-5-((1-methylpyrrolidin-2-yl)methoxy)-N-(1-(quinolin-5-yl)cyclopropyl)benzamide CC1=C(C(=O)NC2(CC2)C2=C3C=CC=NC3=CC=C2)C=C(C=C1)OC[C@@H]1N(CCC1)C